N=1C(=CN2C1C=CC=C2)CNC(=O)C=2OC1=CC=CC=C1C(C2)=O N-({imidazo[1,2-a]pyridin-2-yl}methyl)-4-oxo-4H-chromene-2-carboxamide